bromo-3-(p-methylphenyl)quinoxaline BrC1=NC2=CC=CC=C2N=C1C1=CC=C(C=C1)C